4-(4-fluorophenyl)-1-(5-(isopropylthio)-4-(4-(trifluoromethyl)phenyl)thiazol-2-yl)-3-methyl-1H-pyrazole-5-carboxylic acid FC1=CC=C(C=C1)C=1C(=NN(C1C(=O)O)C=1SC(=C(N1)C1=CC=C(C=C1)C(F)(F)F)SC(C)C)C